methyl 4-[8-fluoro-5-(4-fluoro-3-methoxy-phenyl)-6-isopropyl-1H-pyrrolo[2,3-f]indazol-7-yl]cyclohexanecarboxylate FC=1C2=C(C=C3C=NNC13)N(C(=C2C2CCC(CC2)C(=O)OC)C(C)C)C2=CC(=C(C=C2)F)OC